C1(CC1)S(=O)(=O)N1CCN(CC1)CCCNC1=C2C(=NC(=C1)C1=CC=C(C(=O)N(CC)CC)C=C1)C=CS2 4-(7-((3-(4-(cyclopropylsulfonyl)piperazin-1-yl)propyl)amino)thieno[3,2-b]pyridin-5-yl)-N,N-diethylbenzamide